4-(4-fluorophenyl)-1,2,4-triazole-3-carbaldehyde FC1=CC=C(C=C1)N1C(=NN=C1)C=O